oleyl eicosanoate linoleyl-eicosanoate C(CCCCCCC\C=C/C\C=C/CCCCC)OC(CCCCCCCCCCCCCCCCCCC)=O.C(CCCCCCCCCCCCCCCCCCC)(=O)OCCCCCCCC\C=C/CCCCCCCC